N-(9,9-dimethyl-9H-fluoren-2-yl)-N-(3',3',4',7'-tetramethyl-2',3'-dihydrospiro-[fluoren-9,1'-inden]-2-yl)dibenzo[b,d]furan-2-amine CC1(C2=CC=CC=C2C=2C=CC(=CC12)N(C1=CC2=C(OC3=C2C=CC=C3)C=C1)C1=CC3=C(C=C1)C1=CC=CC=C1C31CC(C3=C(C=CC(=C13)C)C)(C)C)C